O1CC(CC1)C1=CC=C(C=C1)C1CNC1 3-(4-tetrahydrofuran-3-ylphenyl)azetidine